3,4'-diisopropyl-1,1'-biphenyl C(C)(C)C=1C=C(C=CC1)C1=CC=C(C=C1)C(C)C